[N+](=O)([O-])C1=CC=C2C=COC(C2=C1)=O 7-nitro-1H-isochromen-1-one